1-((3,3-dibromo-2-oxo-2,3-dihydro-1H-pyrrolo[2,3-b]pyridin-4-yl)methyl)-5,5-dimethyl-3-(4-(1-(trifluoromethyl)cyclopropyl)phenyl)imidazolidine-2,4-dione BrC1(C(NC2=NC=CC(=C21)CN2C(N(C(C2(C)C)=O)C2=CC=C(C=C2)C2(CC2)C(F)(F)F)=O)=O)Br